C1=CC=C(C(=C1)OC2=CC(=C(C=C2)Br)Br)Br tribromodiphenyl oxide